[NH4+].C(=O)[O-] formic acid, ammonium salt